4-fluoro-4-(1H-imidazol-1-yl)-1,3-diphenylbut-3-en-1-ol FC(=C(CC(O)C1=CC=CC=C1)C1=CC=CC=C1)N1C=NC=C1